methyl 2-[2-fluoro-4-(2-morpholinopropoxy)phenyl]acetate FC1=C(C=CC(=C1)OCC(C)N1CCOCC1)CC(=O)OC